C1(CC1)CC(C(=O)O)C=C 2-cyclopropylmethyl-3-butenoic acid